Cl.Cl.CN(C1CNC1)C N,N-dimethyl-azetidine-3-amine dihydrochloride